C1C2=C(C=CC(=C2O)O)C3=C(O1)C(=O)C4=C(C=C(C=C4O3)O)O The molecule is a homoflavonoid that is isochromeno[4,3-b]chromen-7(5H)-one substituted by hydroxy groups at positions 3, 4, 8 and 10. Isolated from Ophioglossum petiolatum, it exhibits anti-HBV activity. It has a role as an anti-HBV agent and a plant metabolite. It is a polyphenol, a hydroxy homoflavonoid and an organic heterotetracyclic compound.